FC=1C=C(C#N)C=CC1N1CCN(CC1)C(CCC=1NC(C2=CC(=CC=C2C1)F)=O)=O 3-fluoro-4-(4-(3-(7-fluoro-1-oxo-1,2-dihydroisoquinolin-3-yl)propanoyl)piperazin-1-yl)benzonitrile